C1=CC=CC2=CC3=CC=CC=C3C(=C12)C1=CC=NC=C1 4-(anthracene-9-yl)pyridine